BrC1=CC(N(C=C1I)C)=O 4-bromo-5-iodo-1-methylpyridin-2-one